(2R,4S)-tert-butyl 4-fluoro-2-((4-methyl-3-((1-(naphthalen-1-yl)cyclopropyl)carbamoyl)phenoxy)methyl)pyrrolidine-1-carboxylate F[C@H]1C[C@@H](N(C1)C(=O)OC(C)(C)C)COC1=CC(=C(C=C1)C)C(NC1(CC1)C1=CC=CC2=CC=CC=C12)=O